acetyl-oxysuccinimide C(C)(=O)OC1C(=O)NC(C1)=O